(E)-2-(4-methylbenzylidene)-2,3-dihydropyrrolizin-1-one CC1=CC=C(\C=C/2\C(C3=CC=CN3C2)=O)C=C1